OC(CN(CCCCCCCC(=O)OC(CCCCCCCC)CCCCCCCC)CCCCCC(OCCCCCCCCCCC)=O)CCCCNC(=O)C=1NC=CC1O heptadecan-9-yl 8-((2-hydroxy-6-(3-hydroxy-1H-pyrrole-2-carboxamido)hexyl)(6-oxo-6-(undecyloxy)hexyl)amino)octanoate